1,1-bis(diazoacetyl)-2-phenyl-ethane [N+](=[N-])=CC(=O)C(CC1=CC=CC=C1)C(C=[N+]=[N-])=O